trifluoromethylpropyl carbonate C(OC(CC)C(F)(F)F)([O-])=O